ON=C(C1=NC=C(C=C1)NC=1C=NN(C1)C1=NC=C(C=C1)C(F)(F)F)N N'-Hydroxy-5-((1-(5-(trifluoromethyl)pyridin-2-yl)-1H-pyrazol-4-yl)amino)picolinimidamide